C(C)OCCOC1=CC=C(C=N1)C=O 6-(2-ethoxyethoxy)-3-pyridinecarbaldehyde